C1(=CC=CC=2OC3=C(C21)C=CC=C3)C3=CC=C(C=C3)NC3=CC=C(C2=CC=CC=C32)C3=C(C=C(C=C3)C3=C(C(=C(C(=C3F)F)NC3=C(C=CC=C3)C3=CC=CC2=CC=CC=C32)F)F)O 4-[4-(4-Dibenzofuranylphenylamino)-1-naphthalenyl]-2',3',5',6'-tetrafluoro-4'-(2-naphthalenylphenylamino)[1,1'-biphenyl]-3-ol